N-(4-(2-(2-aminopyridin-3-yl)-5-phenyl-3H-imidazo[4,5-b]pyridin-3-yl)benzyl)-4-(2H-tetrazol-5-yl)benzamide NC1=NC=CC=C1C1=NC=2C(=NC(=CC2)C2=CC=CC=C2)N1C1=CC=C(CNC(C2=CC=C(C=C2)C=2N=NNN2)=O)C=C1